IC1=C(C2=C(N=CN=C2N)N1C(C)C1=NOC(=N1)C)C1=CC=C(C=C1)OC1=CC=CC=C1 6-iodo-7-(1-(5-methyl-1,2,4-oxadiazol-3-yl)ethyl)-5-(4-phenoxyphenyl)-7H-pyrrolo[2,3-d]pyrimidin-4-amine